C1(C=CC(N1CCNC(C1=CC(=CC(=C1)CNC(=N)N)[211At])=O)=O)=O N-maleimidoethyl-3-[211At]astato-5-guanidinomethylbenzamide